tert-butyl 4-[5-(5-methoxy-2,4-dimethyl-1,3-benzoxazol-6-yl) triazolo[4,5-b]pyridin-2-yl]piperidine-1-carboxylate COC=1C(=CC2=C(N=C(O2)C)C1C)C=1C=CC=2C(N1)=NN(N2)C2CCN(CC2)C(=O)OC(C)(C)C